NC1=C(C=C(N=N1)C1=C(C=CC=C1)O)C=1C=NN(C1)C1CCC2(OCCO2)CC1 2-[6-amino-5-[1-(1,4-dioxaspiro[4.5]decan-8-yl)pyrazol-4-yl]pyridazin-3-yl]phenol